FC(OC1=CC=CC=2C(N([C@H]3C=4N([C@@H](C21)C3)C3=C(N4)C=CC(=C3)C#CC(=O)NCC(F)(F)F)C([2H])([2H])[2H])=O)F 3-((7R,14R)-1-(difluoromethoxy)-6-(methyl-d3)-5-oxo-5,6,7,14-tetrahydro-7,14-methanobenzo[f]benzo[4,5]imidazo[1,2-a][1,4]diazocin-11-yl)-N-(2,2,2-trifluoroethyl)propiolamide